rac-(2s,3s,5r)-3-(4-fluoro-2-methoxy-3-methylphenyl)-5-methyl-5-(trifluoromethyl)tetrahydrofuran-2-carboxylic acid ethyl ester C(C)OC(=O)[C@H]1O[C@](C[C@H]1C1=C(C(=C(C=C1)F)C)OC)(C(F)(F)F)C |r|